3-ethyl-6-methoxy-2-(1-(4-methyl-1,4-diazepan-1-yl)butyl)pyrido[3,4-d]pyrimidin-4(3H)-one C(C)N1C(=NC2=C(C1=O)C=C(N=C2)OC)C(CCC)N2CCN(CCC2)C